CC=1C=NC2=C(N1)CCC2 6,7-dihydro-2-methyl-5H-cyclopenta-pyrazine